neodymium yttrium calcium borate B([O-])([O-])[O-].[Ca+2].[Y+3].[Nd+3]